1-(4-(3,5-dibromo-4-chloro-2-oxopyridin-1(2H)-yl)phenyl)-5-(trifluoromethyl)-1H-pyrazole-4-carboxamide BrC=1C(N(C=C(C1Cl)Br)C1=CC=C(C=C1)N1N=CC(=C1C(F)(F)F)C(=O)N)=O